(2S,3R,4S,5S)-3-(furan-2-yl)-2,4-dimethyl-4-nitro-5-phenylpyrrolidine-2-carboxylic acid methyl ester COC(=O)[C@]1(N[C@H]([C@]([C@@H]1C=1OC=CC1)([N+](=O)[O-])C)C1=CC=CC=C1)C